7-[1-[2-(4,4-Dimethyl-1-piperidyl)-6-methyl-4-oxo-chromen-8-yl]ethylamino]isoindolin-1-one CC1(CCN(CC1)C=1OC2=C(C=C(C=C2C(C1)=O)C)C(C)NC=1C=CC=C2CNC(C12)=O)C